ClC1=C(C=C2C=C(N=CC2=C1)NC(=O)C1CC12CCOCC2)C2CCN(CC2)C2COC2 N-(7-chloro-6-(1-(oxetan-3-yl)piperidin-4-yl)isoquinolin-3-yl)-6-oxaspiro[2.5]octane-1-carboxamide